C(C1=CC=CC=C1)OC1=C2C(=CNC2=C(C=C1)C)CCN(C(C)C)C(C)C N-(2-(4-(benzyloxy)-7-methyl-1H-indol-3-yl)ethyl)-N-isopropylpropan-2-amine